3-((2-(trifluoromethyl)benzyl)oxy)pyrrolidine-1-carboxylic acid tert-butyl ester C(C)(C)(C)OC(=O)N1CC(CC1)OCC1=C(C=CC=C1)C(F)(F)F